(4-bromophenyl)-4-(5-(2-fluoro-6-methoxyphenyl)-1H-pyrazolo[3,4-c]pyridin-3-yl)piperazin-2-oneThiol BrC1=CC=C(C=C1)C1C(N(CCN1C1=NNC2=CN=C(C=C21)C2=C(C=CC=C2OC)F)S)=O